FC(C=1C(=CN(C(C1)=O)C)C(=O)NC1=C(C=C(C(=C1)C=1N=C(SC1)N1CCOCC1)F)N1C[C@H](N(CC1)C)C)F 4-(difluoromethyl)-N-[4-fluoro-5-(2-morpholin-4-yl-1,3-thiazol-4-yl)-2-[(3R)-3,4-dimethylpiperazin-1-yl]phenyl]-1-methyl-6-oxopyridine-3-carboxamide